1-(3,5-dibromopyrazin-2-ylamino)-2-methyl-1-oxopropan-2-ylcarbamic acid tert-butyl ester C(C)(C)(C)OC(NC(C(=O)NC1=NC=C(N=C1Br)Br)(C)C)=O